5-chloro-10-cyclopropyl-4-fluoro-2-(((2R,7aS)-2-fluorotetrahydro-1H-pyrrolizin-7a(5H)-yl)methoxy)-9,10-dihydro-8H-7-oxa-1,3,6,10-tetraazacyclohepta[de]naphthalene ClC1=C(C=2N=C(N=C3C2C(=N1)OCCN3C3CC3)OC[C@]31CCCN1C[C@@H](C3)F)F